lithium 4-cyano-1-(3-(difluoromethoxy)phenyl)-3-isopropyl-2-oxo-2,3-dihydro-1H-benzo[d]imidazole-5-carboxylate C(#N)C1=C(C=CC=2N(C(N(C21)C(C)C)=O)C2=CC(=CC=C2)OC(F)F)C(=O)[O-].[Li+]